4-aminobicyclo[2.2.1]Heptan-1-ol NC12CCC(CC1)(C2)O